zirconium tetrakis(ethyl acetoacetate) C(C)CC(CC(=O)[O-])=O.C(C)CC(CC(=O)[O-])=O.C(C)CC(CC(=O)[O-])=O.C(C)CC(CC(=O)[O-])=O.[Zr+4]